[3-([[tert-butyl(dimethyl)silyl]oxy]methyl)-2,2-dichlorocyclopropyl](trimethyl)silane [Si](C)(C)(C(C)(C)C)OCC1C(C1[Si](C)(C)C)(Cl)Cl